2,5-dimethoxy-3-(2-methyl-2H-1,2,3-triazol-4-yl)aniline COC1=C(N)C=C(C=C1C1=NN(N=C1)C)OC